C1[C@H]([C@@H]([C@H]([C@@H](O1)OC2=C(OC3=CC(=CC(=C3C2=O)O)O)C4=CC(=C(C=C4)O)O)O)O)O The molecule is a quercetin O-glycoside that is quercetin attached to a beta-D-xylopyranosyl residue at position 3 via a glycosidic linkage. It has been isolated from Mimosa diplotricha. It has a role as a plant metabolite. It is a quercetin O-glycoside, a tetrahydroxyflavone, a xylose derivative and a monosaccharide derivative.